(2-Ethoxy-4-{6-[2-(6-fluoro-2,7-dimethyl-benzo[b]thiophen-3-yl)-ethylamino]-pyrimidin-4-yl}-phenoxy)-acetic acid C(C)OC1=C(OCC(=O)O)C=CC(=C1)C1=NC=NC(=C1)NCCC=1C2=C(SC1C)C(=C(C=C2)F)C